CC(CS(=O)(=O)O)(C)NC(C=C)=O 2-METHYL-2-ACRYLAMIDO-PROPANESULFONIC ACID